C1(CC1)C1=CC(=CN1S(=O)(=O)C1=CC=C(C)C=C1)S(=O)(=O)NC1=C(C=C(C(=C1)F)F)F 5-cyclopropyl-1-tosyl-N-(2,4,5-trifluorophenyl)-1H-pyrrole-3-sulfonamide